(Z)-3-(3-(3,5-bis(trifluoromethyl)phenyl)-1H-1,2,4-triazol-1-yl)-N'-(2-(3-oxomorpholino)acetyl)acrylohydrazide FC(C=1C=C(C=C(C1)C(F)(F)F)C1=NN(C=N1)\C=C/C(=O)NNC(CN1C(COCC1)=O)=O)(F)F